FC(S(=O)(=O)O[C@H](C(=O)OC)C)(F)F Methyl (S)-2-(((trifluoromethyl)sulfonyl)oxy)propanoate